2-Methyl-pyrimidine-4-carboxylic acid {3-[5-(6-methyl-pyridin-3-yl)-[1,3,4]oxadiazol-2-yl]-adamantan-1-yl}-amide CC1=CC=C(C=N1)C1=NN=C(O1)C12CC3(CC(CC(C1)C3)C2)NC(=O)C2=NC(=NC=C2)C